C(CC)N(C(=O)COC(CCNS(=O)(=O)C1=CC(=CC=C1)C(=O)N1CCC2(CN\C(\N2)=N/C(=O)C2=NC(=C(N=C2N)N)Cl)CC1)=O)CCC 3-(3-{2-[(E)-3,5-diamino-6-chloro-pyrazine-2-carbonylimino]1,3,8-triaza-spiro[4.5]decane-8-carbonyl}-benzenesulfonylamino)-propionic acid dipropylcarbamoylmethyl ester